6-bromo-7-chloro-5,8-difluoro-3,4-dimethyl-2H-isoquinolin-1-one BrC=1C(=C2C(=C(NC(C2=C(C1Cl)F)=O)C)C)F